C(C1=CC=CC=C1)OC=1C(=NN(C1C=1N=CN(C1)C)CCCOC)C (benzyloxy)-1-(3-methoxypropyl)-3-methyl-5-(1-methyl-1H-imidazol-4-yl)-1H-pyrazole